titanium silicon-tungsten [W].[Si].[Ti]